C1(CC1)N(C(=O)C1CC2(C1)CN(C[C@@H]2C=2OC(=NN2)C(F)(F)C2=CC(=C(C=C2)Cl)Cl)C(=O)C2=CN=CS2)C |r| rac-(R)-N-cyclopropyl-8-(5-((3,4-dichlorophenyl)difluoromethyl)-1,3,4-oxadiazol-2-yl)-N-methyl-6-(thiazole-5-carbonyl)-6-azaspiro[3.4]octane-2-carboxamide